NC1=NC=2C=C(C(=CC2C2=C1N(N=C2)C)C(=O)O)Cl 4-amino-7-chloro-3-methyl-3H-pyrazolo[3,4-c]quinoline-8-carboxylic acid